2-Tert-butyl 5-(benzyloxy)-8-bromo-3,4-dihydroisoquinoline-2(1H)-carboxylate C(C1=CC=CC=C1)OC1=C2CCN(CC2=C(C=C1)Br)C(=O)OC(C)(C)C